N1(N=NC2=C1C=CC=C2)O[P+](N2CCCC2)(N2CCCC2)N2CCCC2 benzotriazol-1-yl-oxy-tripyrrolidinyl-phosphonium